CN1CCC(CC1)NC1=CC=CC=2C(=C(OC21)C#CC)CC(F)(F)F 3-(7-((1-methylpiperidin-4-yl)amino)-3-(2,2,2-trifluoroethyl)benzofuran-2-yl)prop-2-yn